1-ethyladamantane C(C)C12CC3CC(CC(C1)C3)C2